C(#N)C1=CC(=C(C=C1)[C@@H]1OC2=C(OC1)C=CC=C2C2CCNCC2)F (S)-4-(3-(4-Cyano-2-fluorophenyl)-2,3-dihydrobenzo[b][1,4]dioxin-5-yl)piperidine